N-(cyclopropylmethyl)-N-phenyl-[1,2,4]triazolo[4,3-a]quinazolin-5-amine C1(CC1)CN(C1=NC=2N(C3=CC=CC=C13)C=NN2)C2=CC=CC=C2